FC1(C[C@H](N(C1)C(=O)OC(C)(C)C)COC=1C=NC=CC1C1=C(C2=NC=CC=C2N1)C1=CC=CC=C1)F tert-butyl (2S)-4,4-difluoro-2-({[4-(3-phenyl-1H-pyrrolo[3,2-b]pyridin-2-yl)pyridin-3-yl]oxy}methyl)pyrrolidine-1-carboxylate